CS(=O)(=O)C1=CC=C(C=C1)CCCOC=1C=C2C(NC(=NC2=CC1)C=1C=C2C(=CN1)SC=C2)=O 6-[3-(4-methanesulfonyl-phenyl)-propoxy]-2-thieno[2,3-c]pyridin-5-yl-3H-quinazolin-4-one